2-(BOC-amino)bromoethane [4-[1-(2,6-dioxo-3-piperidyl)-3-methyl-2-oxo-benzimidazol-4-yl]cyclohexyl]carbamate O=C1NC(CCC1N1C(N(C2=C1C=CC=C2C2CCC(CC2)NC(O)=O)C)=O)=O.C(=O)(OC(C)(C)C)NCCBr